N-(2-(2,2-dimethylpyrrolidin-1-yl)ethyl)-4-fluoro-3-nitrobenzamide CC1(N(CCC1)CCNC(C1=CC(=C(C=C1)F)[N+](=O)[O-])=O)C